FC(CN1[C@H]2CC(C[C@@H]1CC2)CO)(F)F ((1R,3s,5S)-8-(2,2,2-trifluoroethyl)-8-azabicyclo[3.2.1]octan-3-yl)methanol